OC=1C=C(C=CC1O)CCNC(=O)C12CC3(CC(CC(C1)C3)C2)C2=CC=C(C=C2)Cl 3-(4-chlorophenyl)adamantane-1-carboxylic acid [2-(3,4-dihydroxyphenyl)ethyl]amide